C(C)(C)C1=C(C(=CC(=C1)[Si](CC)(CC)CC)C(C)C)[Li] 2,6-diisopropyl-4-triethylsilylphenyl-lithium